5-(2,2-difluoroethoxy)pyridin-2-amine FC(COC=1C=CC(=NC1)N)F